C(C)N(CCC(=O)N(CC)CC)CC 3-diethylamino-N,N-diethylpropionamide